FC(C1=CC=C(C=2C=NC=NC12)C(=O)O)(F)F 8-(trifluoromethyl)quinazoline-5-carboxylic acid